BrC=1C=C2C=CNC(C2=C(C1)OC)=O 6-bromo-8-methoxyisoquinolin-1(2H)-one